(2R,11aR)-6-((R)-sec-Butoxy)-2-hydroxy-8-methyl-2,3,11,11a-tetrahydro-1H,5H-benzo[f]pyrrolo[2,1-c][1,4]oxazepin-5-one [C@@H](C)(CC)OC1=CC(=CC2=C1C(N1[C@@H](CO2)C[C@H](C1)O)=O)C